C1=CC(=C2C(=CC=C3C4=CC=C(C=5C(=CC=C(C1=C23)C45)CC(=O)O)CC(=O)O)CC(=O)O)CC(=O)O 3,4,9,10-peryleneTetraacetic acid